FC1=CC=CC=2C(=N[C@@H](C(NC21)=O)NC(=O)C=2C(=NN1C2O[C@@H](CC1)C)C=1C=NN(C1)CCOC)C1=CC=CC=C1 (5R)-N-[(3S)-9-fluoro-2-oxo-5-phenyl-1,3-dihydro-1,4-benzodiazepin-3-yl]-2-[1-(2-methoxyethyl)pyrazol-4-yl]-5-methyl-6,7-dihydro-5H-pyrazolo[5,1-b][1,3]oxazine-3-carboxamide